tert-butyl 4-hydroxy-4-(((1S)-4-hydroxy-1-phenylpentyl)carbamoyl)piperidine-1-carboxylate OC1(CCN(CC1)C(=O)OC(C)(C)C)C(N[C@@H](CCC(C)O)C1=CC=CC=C1)=O